Cl.CN(C1=C(C=CC=C1)B(O)O)C 2-(DIMETHYLAMINO)BENZENEBORONIC ACID HYDROCHLORIDE